FC=1C=C2C(=CNC(C2=CC1F)=O)[C@@H](C)N(C(=O)C=1NC=2CCC(CC2C1)(F)F)C (R)-N-(1-(6,7-difluoro-1-oxo-1,2-dihydroisoquinolin-4-yl)ethyl)-5,5-difluoro-N-methyl-4,5,6,7-tetrahydro-1H-indole-2-carboxamide